rac-(1r,2r,4s,5r,6s)-6-hydroxy-4-(3-(trifluoromethyl)phenyl)-N-(4-(trifluoromethyl)pyridin-2-yl)-8-oxatricyclo[3.2.1.02,4]octane-2-carboxamide O[C@@H]1[C@H]2[C@@]3(C[C@@]3([C@@H](C1)O2)C(=O)NC2=NC=CC(=C2)C(F)(F)F)C2=CC(=CC=C2)C(F)(F)F |r|